ClC1=CC(=NC=C1)C1=NC(=NO1)C1=NC(=C(C(=C1)C=1C=NC=CC1C)F)C 5-(4-chloropyridin-2-yl)-3-(5'-fluoro-4,6'-dimethyl-[3,4'-bipyridin]-2'-yl)-1,2,4-oxadiazole